N-(2-(2-azidoethoxy)ethyl)-4-(4-(bis(2-chloroethyl)amino)phenyl)butyramide methyl-(R)-3-(bis(tert-butoxycarbonyl)amino)-6-(pent-4-en-2-yloxy)-5-(trifluoromethyl)picolinate COC(C1=NC(=C(C=C1N(C(=O)OC(C)(C)C)C(=O)OC(C)(C)C)C(F)(F)F)O[C@H](C)CC=C)=O.N(=[N+]=[N-])CCOCCNC(CCCC1=CC=C(C=C1)N(CCCl)CCCl)=O